(2S)-2-hydroxy-3-[[7-(5-methyl-1,2,4-oxadiazol-3-yl)-1-isoquinolyl]amino]propanoic acid O[C@H](C(=O)O)CNC1=NC=CC2=CC=C(C=C12)C1=NOC(=N1)C